C[C@@H]1CN(C[C@@H](O1)C)C(=O)C1CCN(CC1)C1=C(N)C=CC=C1 2-{4-[(2R,6S)-2,6-dimethylmorpholine-4-carbonyl]piperidin-1-yl}aniline